N-[4-[[2-(5-Chloro-2-hydroxy-phenyl)acetyl]amino]-2-pyridyl]cyclohexanecarboxamide ClC=1C=CC(=C(C1)CC(=O)NC1=CC(=NC=C1)NC(=O)C1CCCCC1)O